COC1CC=2N(CC1)N=CC2N 5-methoxy-4H,5H,6H,7H-pyrazolo[1,5-a]pyridin-3-amine